CC=1C=C(C=CC1C)S(=O)(=O)NC=1C=C(C=CC1)NC(C1=CC(=C(C=C1)OCCC)OC)=O N-(3-((3,4-dimethylphenyl)sulfonamido)phenyl)-3-methoxy-4-propoxybenzamide